6-(2,6-dichlorophenyl)-2-((3-chloro-5-methyl-4-(4-methylpiperazin-1-yl)phenyl)amino)-8,9-dihydroimidazo[1,2-a]pyrimido[5,4-e]pyrimidin-5(6H)-one ClC1=C(C(=CC=C1)Cl)N1C=2N(C3=C(C1=O)C=NC(=N3)NC3=CC(=C(C(=C3)C)N3CCN(CC3)C)Cl)CCN2